cymen-5-ol C1(=CC=C(C(=C1)O)C)C(C)C